2-(1H-imidazol-1-yl)-N-(4-methylcyclohexyl)-6-(trifluoromethyl)pyrimidine-4-carboxamide (E)-ethyl-N-(mesitylsulfonyl)oxy-acetimidate C(C)O\C(\C)=N\OS(=O)(=O)C1=C(C=C(C=C1C)C)C.N1(C=NC=C1)C1=NC(=CC(=N1)C(=O)NC1CCC(CC1)C)C(F)(F)F